C(C)(CC)NC1=CC(=NC=C1C#CC=1C=NN(C1)C(C)C)Cl N-(sec-butyl)-2-chloro-5-((1-isopropyl-1H-pyrazol-4-yl)ethynyl)pyridin-4-amine